N-[(1S)-1-(dicyclopropylmethyl)-2-[[1-[(1S)-1-(5-fluoro-2-oxo-1H-pyridin-3-yl)ethyl]pyrazol-4-yl]amino]-2-oxo-ethyl]-2-isopropyl-pyrazole-3-carboxamide C1(CC1)C([C@@H](C(=O)NC=1C=NN(C1)[C@@H](C)C=1C(NC=C(C1)F)=O)NC(=O)C=1N(N=CC1)C(C)C)C1CC1